(5-bromothiophen-2-yl)(3,5-dimethylisoxazol-4-yl)methanol BrC1=CC=C(S1)C(O)C=1C(=NOC1C)C